BrCCC1=CC=C(C=C1)OC 1-bromo-2-(4-methoxyphenyl)ethane